C(C)OC(=O)C=1C(=NC(=NC1)NC=1C=C2C(OC(C2=CC1)=O)(C)C)N[C@H](CO[Si](C)(C)C(C)(C)C)C1=CC=CC=C1 (S)-4-((2-((tert-Butyldimethylsilyl)oxy)-1-phenylethyl)amino)-2-((3,3-dimethyl-1-oxo-1,3-dihydroisobenzofuran-5-yl)amino)pyrimidine-5-carboxylic acid ethyl ester